C[C@H]1NCC[C@@H](C1)NC1CCOCC1 (2R,4S)-2-methyl-N-(tetrahydro-2H-pyran-4-yl)piperidin-4-amine